CN(CCCC(=O)N1CCC(CC1)C=1C=C2C(=C(NC2=CC1)C1=CC(=NC(=C1)C)C)C(C)C)C 4-(dimethylamino)-1-(4-(2-(2,6-dimethylpyridin-4-yl)-3-isopropyl-1H-indol-5-yl)piperidin-1-yl)butan-1-one